N-(2,4-dihydroxy-6-methylpyrimidin-5-yl)-3-(N-(2-methoxyphenyl)sulfamoyl)benzamide OC1=NC(=C(C(=N1)O)NC(C1=CC(=CC=C1)S(NC1=C(C=CC=C1)OC)(=O)=O)=O)C